5,7-bis(benzyloxy)quinazolin-4(3H)-one C(C1=CC=CC=C1)OC1=C2C(NC=NC2=CC(=C1)OCC1=CC=CC=C1)=O